2-((4-(6-((4-Chloro-2-fluorobenzyl)oxy)pyridin-2-yl)piperidin-1-yl)methyl)-3-methyl-3H-imidazo[4,5-b]pyridine-5-carboxylic acid hydrochloride Cl.ClC1=CC(=C(COC2=CC=CC(=N2)C2CCN(CC2)CC2=NC=3C(=NC(=CC3)C(=O)O)N2C)C=C1)F